6-(2-(6-chloropyridin-2-yl)-2-hydroxyacetyl)-2-(1-phenylcyclopropyl)-5,6,7,8-tetrahydropyrido[4,3-d]pyrimidin-4(3H)-one ClC1=CC=CC(=N1)C(C(=O)N1CC2=C(N=C(NC2=O)C2(CC2)C2=CC=CC=C2)CC1)O